CN1N=C(C(=C1)[C@H]1CN(C[C@@H](C1)C)C1=NC=CC(=N1)C1=CN=C2N1C=C(C=C2)C(F)(F)F)C 3-(2-((3s,5r)-3-(1,3-dimethyl-1H-pyrazol-4-yl)-5-methylpiperidin-1-yl)pyrimidin-4-yl)-6-(trifluoromethyl)imidazo[1,2-a]pyridine